ClC1=C(C=C(C=C1)CC(=O)OC)F methyl 2-(4-chloro-3-fluorophenyl)acetate